C(#N)C=1C=C(C=CC1)C=1N=C(SC1C1=CC(=NC(=C1)C)C)NC(=O)N1CC2N(CC1)C(OC2)=O N-[4-(3-Cyanophenyl)-5-(2,6-dimethyl-4-pyridyl)thiazol-2-yl]-3-oxo-5,6,8,8a-tetrahydro-1H-oxazolo[3,4-a]pyrazine-7-carboxamide